4-((1R,5S)-3,8-diazabicyclo[3.2.1]octan-8-yl)-7-(5-chloro-6-methyl-1H-indazol-4-yl)-2-(((2R,7aS)-2-fluorotetrahydro-1H-pyrrolizin-7a(5H)-yl)methoxy)quinazoline [C@H]12CNC[C@H](CC1)N2C2=NC(=NC1=CC(=CC=C21)C2=C1C=NNC1=CC(=C2Cl)C)OC[C@]21CCCN1C[C@@H](C2)F